N1N=C(C=C1)C=1C=C(C=C(C(=O)O)C1)C(=O)O 5-(1H-pyrazol-3-yl)isophthalic acid